para-dodecyl-styrene C(CCCCCCCCCCC)C1=CC=C(C=C)C=C1